BrCC(C)Br 1,2-di-bromopropane